(S)-N-(1-(2-(bis(3-cyclopropylphenyl)methyl)-2-methylhydrazineyl)-1-oxopropan-2-yl)-3-hydroxy-4-methoxypicolinamide C1(CC1)C=1C=C(C=CC1)C(N(NC([C@H](C)NC(C1=NC=CC(=C1O)OC)=O)=O)C)C1=CC(=CC=C1)C1CC1